(S)-4-(2-(1-(2-(1,3,4-oxadiazol-2-yl)-5-oxa-2-azaspiro[3.4]octan-7-yl)piperidin-4-yl)-4-fluorophenoxy)-2-methylbutan-2-ol O1C(=NN=C1)N1CC2(C1)OC[C@H](C2)N2CCC(CC2)C2=C(OCCC(C)(O)C)C=CC(=C2)F